BrC1=NN(C(=C1)C(CCO[Si](C)(C)C(C)(C)C)C1=CC(=CC(=C1)F)F)C1OCCCC1 3-bromo-5-(3-((tert-butyldimethylsilyl)oxy)-1-(3,5-difluorophenyl)propyl)-1-(tetrahydro-2H-pyran-2-yl)-1H-pyrazole